methyl N-[5-[5-[(4-fluoro-3-methoxy-phenyl)-methyl-carbamoyl]pyrazolo[1,5-a]pyridin-3-yl]-2-pyridyl]carbamate FC1=C(C=C(C=C1)N(C(=O)C1=CC=2N(C=C1)N=CC2C=2C=CC(=NC2)NC(OC)=O)C)OC